2-amino-N-(5-chloro-6-(5-cyano-2-methylphenyl)pyridin-2-yl)pyridine-4-sulfonamide NC1=NC=CC(=C1)S(=O)(=O)NC1=NC(=C(C=C1)Cl)C1=C(C=CC(=C1)C#N)C